N[C@H]1[C@@H]2N(C[C@H]1CC2)C(=O)C2=CC1=C(N(C(=N1)C1=CC=3C=4N1CCNC4C=CC3)C)C=C2 ((1R,4R,7R)-7-amino-2-azabicyclo[2.2.1]hept-2-yl)(2-(2,3-dihydro-1H-pyrrolo[1,2,3-de]quinoxalin-5-yl)-1-methyl-1H-benzo[d]imidazol-5-yl)methanone